ClC1=C(C(=CC=C1)Cl)NC(=O)N1CC2=C(CC1)C=C(S2)C2=NOC(=N2)C(F)(F)F N-(2,6-dichlorophenyl)-2-(5-(trifluoromethyl)-1,2,4-oxadiazol-3-yl)-4,7-dihydrothieno[2,3-c]pyridine-6(5H)-carboxamide